OC1=CC=C(C=2C(C3=CC=CC=C3C(C12)=O)=O)NC1=CC=C(C=C1)C 1-hydroxy-4-[(4-methylphenyl)amino]-9,10-anthracenedione